1-(2-(6-methoxynaphthalen-1-yl)ethyl)azetidine fumarate C(\C=C\C(=O)O)(=O)O.COC=1C=C2C=CC=C(C2=CC1)CCN1CCC1